OC[C@H](C1=CC=2C=NC=CC2N1S(=O)(=O)C1=CC=CC=C1)N[S@](=O)C(C)(C)C (R)-N-((S)-2-hydroxy-1-(1-(phenylsulfonyl)-1H-pyrrolo[3,2-c]pyridin-2-yl)ethyl)-2-methylpropane-2-sulfinamide